C(C1=CC=CC=C1)OC(=O)N([C@H](C(=O)O)CC1=CC=CC=C1)C (S)-2-(benzyloxycarbonyl(methyl)amino)-3-Phenylpropanoic acid